C(C)(=O)N1CCC(CC1)(OC)C=1C(N(C2=C(C(=NC(=C2C1)N[C@H](C)C1=C(C(=CC=C1)C(F)F)F)C)C#CC(C)(C)N)C)=O (R)-3-(1-acetyl-4-methoxypiperidin-4-yl)-8-(3-amino-3-methylbut-1-yn-1-yl)-5-((1-(3-(Difluoromethyl)-2-fluorophenyl)ethyl)amino)-1,7-dimethyl-1,6-naphthyridin-2(1H)-one